3-(3-((benzyloxy)methyl)-1-(3-bromo-5-fluorophenyl)cyclobutyl)-4-methyl-4H-1,2,4-triazole C(C1=CC=CC=C1)OCC1CC(C1)(C1=CC(=CC(=C1)F)Br)C1=NN=CN1C